CC1=NOC(=C1C=1C=C2C(=NC(=NC2=CC1)N1CCN(CC1)CCN(C)C)N1C(COCC1)C1=CC=CC=C1)C 2-(4-(6-(3,5-dimethylisoxazol-4-yl)-4-(3-phenylmorpholino)quinazolin-2-yl)piperazin-1-yl)-N,N-dimethylethylamine